4-Chloro-N-((2-chlorophenyl)carbamoyl)-2,6-difluorobenzamide ClC1=CC(=C(C(=O)NC(NC2=C(C=CC=C2)Cl)=O)C(=C1)F)F